2-(furan-2-yl)-5-(methylthio)-[1,2,4]triazolo[1,5-a][1,3,5]triazine-7-Amine O1C(=CC=C1)C1=NN2C(N=C(N=C2N)SC)=N1